S1C(=CC=C1)NC1CCC(CC1)=O 4-(thienylamino)cyclohexanone